2',2'''-(Pyridine-2,6-diyl)bis(5-fluoro-3-((3r,5r,7r)-3,5,7-trimethyladamantan-1-yl)-[1,1'-biphenyl]-2-ol) N1=C(C=CC=C1C1=C(C=CC=C1)C=1C(=C(C=C(C1)F)C12CC3(CC(CC(C1)(C3)C)(C2)C)C)O)C2=C(C=CC=C2)C=2C(=C(C=C(C2)F)C23CC1(CC(CC(C2)(C1)C)(C3)C)C)O